C(C(=C)C)(=O)OCCOC1=NC=CN1CC 2-(2-(methacryloyloxy)ethoxy)-3-ethylimidazole